(S)-6-(trifluoromethoxy)-2-(trifluoromethyl)-2H-chromene-3-carboxylate FC(OC=1C=C2C=C([C@H](OC2=CC1)C(F)(F)F)C(=O)[O-])(F)F